tert-butyl 3-(4-(3-amino-4-fluorophenoxy)picolinamido)azetidine-1-carboxylate NC=1C=C(OC2=CC(=NC=C2)C(=O)NC2CN(C2)C(=O)OC(C)(C)C)C=CC1F